benzyl ((5-(bromomethyl)benzo[d]oxazol-2-yl)(4,4-difluoro-cyclohexyl)methyl)carbamate BrCC=1C=CC2=C(N=C(O2)C(C2CCC(CC2)(F)F)NC(OCC2=CC=CC=C2)=O)C1